C(CCCCCCCCCCCCCC#C)O Hexadec-15-yn-1-ol